[Si](C1=CC=CC=C1)(C1=CC=CC=C1)(C(C)(C)C)OC[C@@H]1C[C@H](CN1)O (3R,5S)-5-(((tert-butyldiphenylsilyl)oxy)methyl)pyrrolidin-3-ol